5-fluoro-1-methyl-2-[2-[(2S)-2-methylazetidin-1-yl]-6,7-dihydro-5H-cyclopenta[d]pyrimidin-4-yl]benzimidazole FC1=CC2=C(N(C(=N2)C=2C3=C(N=C(N2)N2[C@H](CC2)C)CCC3)C)C=C1